C(C=C)(=O)OC[SiH2]N[SiH2]N[SiH2]N[SiH3] acryloxymethyl-tetrasilazane